OC1CC(C1)NC1=C2C(=NC=C1)N(N=C2CNC(OC(C)(C)C)=O)C2=CC=C(C=C2)OC(F)(F)F tert-butyl ((4-((3-hydroxycyclobutyl)amino)-1-(4-(trifluoromethoxy)phenyl)-1H-pyrazolo[3,4-b]pyridin-3-yl)methyl)carbamate